N[C@@H](CC1=CNC=N1)C(=O)O anti-histidine